1-Butyl-1-methylpyrrolidinium hexafluorophosphat F[P-](F)(F)(F)(F)F.C(CCC)[N+]1(CCCC1)C